ethyl (S)-2-((tert-butoxycarbonyl)amino)-4-(3-(4-(trimethylsilyl)but-3-yn-1-yl)-3H-diazirin-3-yl)butanoate C(C)(C)(C)OC(=O)N[C@H](C(=O)OCC)CCC1(N=N1)CCC#C[Si](C)(C)C